C(C1=CC=CC=C1)N1N=NC(=C1)C1=CC=C(C=C1)C(=O)OC 1-benzyl-4-(4-carbomethoxyphenyl)-1H-1,2,3-triazole